N1C=NC(=C1)CCNC(CCCC(=O)O)=O 5-[2-(1H-imidazol-4-yl)ethylamino]-5-oxopentanoic acid